1-(3,4-dihydroisoquinolin-2(1H)-yl)-3-((7-((1-(methylsulfonyl)piperidin-4-yl)amino)-1-(tetrahydro-2H-pyran-2-yl)-5-(trifluoromethyl)-1H-pyrazolo[4,3-d]Pyrimidin-3-yl)amino)propan-2-ol C1N(CCC2=CC=CC=C12)CC(CNC1=NN(C2=C1N=C(N=C2NC2CCN(CC2)S(=O)(=O)C)C(F)(F)F)C2OCCCC2)O